Di-(Fluorophenyl)-carbonat FC1=C(C=CC=C1)OC(OC1=C(C=CC=C1)F)=O